(1R,2S)-2-[3-({4-[2-(2-chloro-1H-imidazol-1-yl)ethoxy]-2,6-dimethylbenzoyl}amino)-4-(Trifluoromethyl)phenyl]cyclopropanecarboxylic acid ClC=1N(C=CN1)CCOC1=CC(=C(C(=O)NC=2C=C(C=CC2C(F)(F)F)[C@@H]2[C@@H](C2)C(=O)O)C(=C1)C)C